5,5'-((3-((4-hydroxybutyl)(5-oxo-5-(tridecyloxy)pentyl)amino)propyl)azepinediyl)bis(pentanoic acid) OCCCCN(CCCC=1C(=C(NC=CC1)CCCCC(=O)O)CCCCC(=O)O)CCCCC(OCCCCCCCCCCCCC)=O